2,2'-(4-(3,7-dimethyloct-1,6-dienyl)-1,3-phenylene)bis(oxy)diacetic acid CC(C=CC1=C(C=C(C=C1)OCC(=O)O)OCC(=O)O)CCC=C(C)C